FC=1C=NC(=C(C(=O)N(C)[C@@H]2CCC3=CC=C(C=C23)F)C1)OC |r| racemic-5-fluoro-N-(6-fluoro-2,3-dihydro-1H-inden-1-yl)-2-methoxy-N-methylnicotinamide